1-((5-(azetidin-3-yl)-3,4-dimethylpyridin-2-yl)methyl)piperidine-4-carboxylic acid methyl ester COC(=O)C1CCN(CC1)CC1=NC=C(C(=C1C)C)C1CNC1